OCC(C(=O)N)(NC(=O)C=1N(N=C2C=CC(=CC12)OCC1=CN=C(S1)C)C)C 3-hydroxy-2-methyl-2-({2-methyl-5-[(2-methyl-1,3-thiazol-5-yl)methoxy]-2H-indazol-3-yl}formamido)propanamide